C1(=C(C=CC=C1)NC(NC1=C(C=CC=C1)C)=N)C N',N-di-o-tolylguanidine